chloro-1-(4-chlorophenyl)benzo[d][1,3,2]thiaselenazol-1-one ClC1=CC=CC2=C1[Se]NS2(=O)C2=CC=C(C=C2)Cl